tert-butyl N-[(5-bromo-2-methyl-indazol-7-yl)methyl]carbamate BrC1=CC2=CN(N=C2C(=C1)CNC(OC(C)(C)C)=O)C